3-hydroxy-7-chloro-5,5-dimethyl-silafluorene OC=1C=[SiH]C2=CC3=CC(=CC(C3=C2C1)(C)C)Cl